5-(1-((2-(trimethylsilyl)ethoxy)methyl)-1H-pyrazol-4-yl)nicotinic acid methyl ester COC(C1=CN=CC(=C1)C=1C=NN(C1)COCC[Si](C)(C)C)=O